FC1=C(OCCOCCOCCNC2=C3C(N(C(C3=CC=C2)=O)C2C(NC(CC2)=O)=O)=O)C(=CC=C1F)C=1N=C(SC1)N1CCOCC1 4-((2-(2-(2-(2,3-difluoro-6-(2-morpholinothiazol-4-yl)phenoxy)ethoxy)ethoxy)ethyl)amino)-2-(2,6-dioxopiperidin-3-yl)isoindoline-1,3-dione